C1(CC1)N1CC(N(C(C1)=O)C1CC2(C1)CCN(CC2)C(=O)OC(C)(C)C)C2=C(C=CC=C2)C(C)C tert-butyl 2-(4-cyclopropyl-2-(2-isopropylphenyl)-6-oxopiperazin-1-yl)-7-azaspiro[3.5]nonane-7-carboxylate